tert-butyl 5-(2-chloro-5-fluoropyrimidin-4-yl)-1,1-dimethyl-3-oxoisoindoline-2-carboxylate ClC1=NC=C(C(=N1)C=1C=C2C(N(C(C2=CC1)(C)C)C(=O)OC(C)(C)C)=O)F